3-carboxyl-2(R)-fluorobutyrate sodium salt [Na+].C(=O)(O)C([C@H](C(=O)[O-])F)C